5-(4-bromo-3,6-dimethyl-2-nitrophenoxy)-2,2-dimethylpentanoic acid BrC1=C(C(=C(OCCCC(C(=O)O)(C)C)C(=C1)C)[N+](=O)[O-])C